NCC(CC)(C)N(OCC1=CC=CC=C1)OCC1=CC=CC=C1 3-(aminomethyl)-N,N-dibenzyloxy-butan-3-amine